N1(CCC=2C(=CC=CC12)C=1C=2CCN(C2C=CC1)C(=O)C1=CC(=C(C=O)C=C1)O)C(=O)C1=CC(=C(C=O)C=C1)O 4,4'-[(2,2',3,3'-tetrahydro[4,4'-bi-1H-indole]-1,1'-diyl)dicarbonyl]bis[2-hydroxy-benzaldehyde]